1,2,3-propanetricarboxylic acid tris(4-n-hexylcyclohexylamide) C(CCCCC)C1CCC(CC1)NC(=O)CC(CC(=O)NC1CCC(CC1)CCCCCC)C(=O)NC1CCC(CC1)CCCCCC